C(C)(C)(C)OC([C@@H](CC1=CC=C(C=C1)OCCOCCOCC)O)=O (2R)-3-{4-[2-(2-ethoxyethoxy)ethoxy]phenyl}-2-hydroxy-propionic acid tert-butyl ester